(6-chloro-3-(trifluoromethyl)pyridin-2-yl)-5-(2,6-difluoro-4-methoxyphenyl)-1-methyl-1,2-dihydro-3H-pyrazol-3-one ClC1=CC=C(C(=N1)N1N(C(=CC1=O)C1=C(C=C(C=C1F)OC)F)C)C(F)(F)F